2-[[(2S)-2-[9H-fluoren-9-ylmethoxycarbonyl(methyl)amino]-4-methylpentanoyl]amino]-2-methylpropanoic acid C1=CC=CC=2C3=CC=CC=C3C(C12)COC(=O)N([C@H](C(=O)NC(C(=O)O)(C)C)CC(C)C)C